1-Piperazineacetamide N1(CCNCC1)CC(=O)N